NC=1C(=NC(=C(N1)F)C1=CC(=C(C=C1)N1CCOCC1)CN1CC(CC1)OC)C=1C=C2CCNC(C2=CC1F)=O 6-(3-amino-5-fluoro-6-(3-((3-methoxypyrrolidin-1-yl)methyl)-4-morpholinophenyl)pyrazin-2-yl)-7-fluoro-3,4-dihydroisoquinolin-1(2H)-one